(3R,4R)-1-[[(3R)-4-[4-Chloro-2-(5-fluoro-2-pyridyl)-1H-imidazol-5-yl]-3-methyl-3,6-dihydro-2H-pyridin-1-yl]sulfonyl]pyrrolidine-3,4-diol ClC=1N=C(NC1C=1[C@H](CN(CC1)S(=O)(=O)N1C[C@H]([C@@H](C1)O)O)C)C1=NC=C(C=C1)F